Cesium formamidine lead iodine chloride salt ICl.[Pb+2].C(=N)[NH-].[Cs+].C(=N)[NH-].C(=N)[NH-]